FC1=CC=C(C=C1)CNC=1C=NC=2CCN(CC2C1)C1=C(C=C(C=N1)C#N)C 6-[3-[(4-fluorophenyl)methylamino]-7,8-dihydro-5H-1,6-naphthyridin-6-yl]-5-methyl-pyridine-3-carbonitrile